(5-isopropyl-1H-pyrazol-3-yl){(1R,5S,6r)-6-[(1S,5S)-2-oxa-3-azabicyclo[3.1.0]hex-3-en-4-yl]-3-azabicyclo[3.1.0]hex-3-yl}methanone C(C)(C)C1=CC(=NN1)C(=O)N1C[C@H]2C([C@H]2C1)C1=NO[C@H]2C[C@@H]12